methyl 3,8,10-trifluoro-11H-spiro[chromeno[4,3-b]indole-6,1'-cyclobutane]-3'-carboxylate FC1=CC=C2C(=C1)OC1(CC(C1)C(=O)OC)C1=C2NC2=C(C=C(C=C12)F)F